3,3',4',5,5',7-hexahydroxyflavone OC1=C(OC2=CC(=CC(=C2C1=O)O)O)C1=CC(=C(C(=C1)O)O)O